C(C)(C)(C)OC(=O)[C@H]1N(C[C@H](C1)O)C1=NC(=NC=2C=3C=CC=CC3OC12)C(C(=O)O)(F)F 2-{6-[(2S,4S)-2-[(tert-butoxy)carbonyl]-4-hydroxypyrrolidin-1-yl]-8-oxa-3,5-diazatricyclo[7.4.0.02,7]trideca-1(9),2(7),3,5,10,12-hexaen-4-yl}-2,2-difluoroacetic acid